C(C)(C)(C)OC(=O)N1[C@H](C=2N(CC1)N=C(C2)C#N)C (4S)-2-cyano-4-methyl-6,7-dihydro-4H-pyrazolo[1,5-a]pyrazine-5-carboxylic acid tert-butyl ester